C(=O)(OCC1=CC=CC=C1)C=1C(=C(C(=C(C1)C1=C(C=CC=C1)N(C)C)P(C1CCCCC1)C1CCCCC1)CC1=CC=CC=C1)C(=O)O Cbzcarboxybenzyl-2-(Dicyclohexylphosphino)-2'-(dimethylamino)biphenyl